(3-amino-1H-pyrazol-4-yl)-6-fluoro-N-(3-fluoro-5-methoxybenzyl)indoline-1-carboxamide NC1=NNC=C1C1N(C2=CC(=CC=C2C1)F)C(=O)NCC1=CC(=CC(=C1)OC)F